C1(C=2C(C(N1[Cu])=O)=CC=CC2)=O phthalimidocopper